C(CC)NCCO 2-(propylamino)ethanol